7-(4-((3,4-dihydro-2H-benzo[b][1,4]dioxepin-7-yl)oxy)piperidin-1-yl-4-d)-8-methyl-2-(trifluoromethyl)-4H-pyrimido[1,2-b]pyridazin-4-one O1C2=C(OCCC1)C=C(C=C2)OC2(CCN(CC2)C=2C(=CC=1N(N2)C(C=C(N1)C(F)(F)F)=O)C)[2H]